25-Hydroxy-(3β)-Cholest-5-En-3-Ol OC(C)(C)CCC[C@@H](C)[C@H]1CC[C@H]2[C@@H]3CC=C4C[C@H](CC[C@]4(C)[C@H]3CC[C@]12C)O